C(C1=CC=CC=C1)OC1=CC=C(C=C1)N(C(=O)C1=C(N(C(=C1)C1=C(C=CC(=C1)F)C(=O)N1CC2=CC=CC=C2C[C@H]1CN1CCOCC1)C)C)CC1=C(C=CC=C1)OC N-[4-(Benzyloxy)phenyl]-5-(5-fluoro-2-{[(3S)-3-(morpholin-4-ylmethyl)-3,4-dihydroisoquinolin-2(1H)-yl]carbonyl}phenyl)-N-(2-methoxybenzyl)-1,2-dimethyl-1H-pyrrole-3-carboxamide